N-(2-hydroxypropyl)methyl-Acrylamide Benzyl-2-(methyl-(3-sulfamoylpropyl)amino)acetate C(C1=CC=CC=C1)OC(CN(CCCS(N)(=O)=O)C)=O.OC(CNC(C(=C)C)=O)C